O=S1(NC(CN1)=O)=O dioxo-1,2,5-thiadiazolidin-3-one